ClC=1C=C(C=CC1)N1[C@@H](CN(CC1)C(=O)C1=CC(=C(C=C1)S(=O)CC(=O)OCCCC)[N+](=O)[O-])C Butyl 2-((4-((R)-4-(3-chlorophenyl)-3-methylpiperazine-1-carbonyl)-2-nitrophenyl)sulfinyl)acetate